OC(=O)C(F)(F)F.C1NCC12COC(C2)CS(=O)(=O)N (6-oxa-2-azaspiro[3.4]octan-7-yl)methanesulfonamide TFA salt